N=1C=CN2C1C(=CC=C2)COC=2C(=CC(NC2)=O)C=O 5-(imidazo[1,2-a]pyridin-8-ylmethoxy)-2-oxo-1,2-dihydropyridine-4-carbaldehyde